FC1=C(OC2=C(N=C(S2)C(=O)OC)C)C=CC(=C1)N1N=C2N(C1=O)[C@H](CC2)C2=CC=CC=C2 methyl (R)-5-(2-fluoro-4-(3-oxo-5-phenyl-6,7-dihydro-3H-pyrrolo[2,1-c][1,2,4]triazol-2(5H)-yl)phenoxy)-4-methylthiazole-2-carboxylate